BrC=1N=C(SC1)C1(CC1)C#N (4-bromothiazol-2-yl)cyclopropane-1-carbonitrile